NC1=NNC2=C(C=C(C=C12)C1=CC(=NC=C1)NC(OC)=O)C#CC1CC1 Methyl (4-(3-amino-7-(cyclopropylethynyl)-1H-indazol-5-yl)pyridin-2-yl)carbamate